ferric silicate magnesium aluminum [Al+3].[Mg+2].[Si]([O-])([O-])([O-])[O-].[Fe+3].[Si]([O-])([O-])([O-])[O-]